4-(3-methoxyprop-1-en-1-yl)-2-(trifluoromethyl)thiazole-5-carboxylate COCC=CC=1N=C(SC1C(=O)[O-])C(F)(F)F